C(C1=CC=CC=C1)OC1=C2C=CC(=NC2=CN=C1C(=O)OC)C1=CC=CC=C1 methyl 5-(benzyloxy)-2-phenyl-1,7-naphthyridine-6-carboxylate